(S)-3-((3-aminopyridin-4-yl)oxy)-2-((tert-butoxycarbonyl)amino)propanoic acid NC=1C=NC=CC1OC[C@@H](C(=O)O)NC(=O)OC(C)(C)C